(R)-(2-methyl-3-carbonyl-isoxazolidin-4-yl)carbamic acid tert-butyl ester C(C)(C)(C)OC(N[C@@H]1C(N(OC1)C)=C=O)=O